amino-7-(difluoromethoxy)-1-(4-oxaspiro[2.5]octan-8-yl)quinazolin-2(1H)-one NC1=NC(N(C2=CC(=CC=C12)OC(F)F)C1CCCOC12CC2)=O